4-(((1-(3-Chloro-4-isopropoxyphenyl)-1H-1,2,3-triazol-4-yl)methyl)amino)-6-(1H-pyrazol-4-yl)picolinonitrile ClC=1C=C(C=CC1OC(C)C)N1N=NC(=C1)CNC1=CC(=NC(=C1)C=1C=NNC1)C#N